C(#N)C1=CC=2C(C3=CC(=CC=C3C2C=C1)Br)(C)C 2-cyano-7-bromo-9,9-dimethylfluorene